(S)-N-(3-(2-(3-hydroxy-3-methylazetidin-1-yl)-6-morpholinopyridin-4-yl)-4-methylphenyl)-3-(2,2,2-trifluoroethyl)pyrrolidine-1-carboxamide OC1(CN(C1)C1=NC(=CC(=C1)C=1C=C(C=CC1C)NC(=O)N1C[C@@H](CC1)CC(F)(F)F)N1CCOCC1)C